Cl.ClC1=C(C#N)C=CC(=C1)N1CC2(C[C@@H]1C)CCN(CC2)CC2=CN=C(C=C2)SC2CCNCC2 (S)-2-chloro-4-(3-methyl-8-(6-(piperidin-4-ylsulfanyl)nicotinyl)-2,8-diazaspiro[4.5]dec-2-yl)benzonitrile hydrochloride